C1(=CC=CC=C1)N1[NH2+]C(=NN1C1=CC=CC=C1)C 2,3-diphenyl-5-methyltetrazolium